2-methyl-N-(2-azaspiro[3.3]hept-6-yl)-6-(trifluoromethyl)pyridine-3-sulfonamide CC1=NC(=CC=C1S(=O)(=O)NC1CC2(CNC2)C1)C(F)(F)F